CN1C(=NC2=C1C=CC(=C2)N2CCN(CC2)C(C=C)=O)N2C[C@@H](CCC2)NC2=NC=C(C=N2)C(F)(F)F (R)-1-(4-(1-Methyl-2-(3-((5-(trifluoromethyl)pyrimidin-2-yl)amino)piperidin-1-yl)-1H-benzo[d]imidazol-5-yl)piperazin-1-yl)prop-2-en-1-one